C(C)(C)(C)OC(=O)N[C@H](C=1N=C2N(N=CC(=C2)CC2C(N(CCC2C(F)(F)F)C(=O)OC(C)(C)C)=O)C1)C1CCC(CC1)(F)F tert-Butyl 3-((2-((S)-((tert-butoxycarbonyl)amino)(4,4-difluorocyclohexyl)methyl)imidazo[1,2-b]pyridazin-7-yl)methyl)-2-oxo-4-(trifluoromethyl)piperidine-1-carboxylate